(E)-4-(2-iodo-5-iodophenyl)-4-oxobut-2-enoic Acid IC1=C(C=C(C=C1)I)C(/C=C/C(=O)O)=O